CC=1N=C2N(N=C(C=C2C)C=2C=C3C=CN(C(C3=C(C2)NC)=O)[C@H]2CNCC2)C1 6-(2,8-dimethylimidazo[1,2-b]pyridazin-6-yl)-8-(methylamino)-2-[(3R)-pyrrolidin-3-yl]isoquinolin-1-one